(7-chloro-1H-benzo[d]imidazol-2-yl)(5-(difluoromethyl)-7,8-dihydro-1,6-naphthyridin-6(5H)-yl)methanone ClC1=CC=CC2=C1NC(=N2)C(=O)N2C(C=1C=CC=NC1CC2)C(F)F